2-(9H-fluoren-9-ylmethoxycarbonylamino)hexanoic acid C1=CC=CC=2C3=CC=CC=C3C(C12)COC(=O)NC(C(=O)O)CCCC